NC=1NC(C2=C(N1)C=CN2)=O 2-amino-3,5-dihydropyrrolo[3,2-D]pyrimidin-4-one